CC=1C=C(OC2=CC=C(C=C2)C2=CC=CN3C2=NS(CC3)(=O)=O)C=CC1C(F)(F)F 9-{4-[3-methyl-4-(trifluoromethyl)-phenoxy]phenyl}-3,4-dihydropyrido[2,1-c][1,2,4]thiadiazine 2,2-dioxide